COC(CN1N=NC2=C1C=CC(=C2)C2=NOC(=N2)C2=C(C=CC=C2)Br)=O methyl-2-(5-(5-(2-bromophenyl)-1,2,4-oxadiazol-3-yl)-1H-benzo[d][1,2,3]triazol-1-yl)acetate